COC(C1=CC(C(=O)OC)=CC(=C1)N1C(C2=CC=C(C=C2C1=O)C#CC1=CC=CC=C1)=O)=O 5-(1,3-dioxo-5-(phenylethynyl)isoindol-2-yl)isophthalic acid dimethyl ester